Cl.C1(=CC=CC=C1)C1=CC=C(S1)CN (5-phenylthiophen-2-yl)methylamine hydrochloride